4-bromo-2-methyl-6-(2,2,2-trifluoroethoxy)pyrimidine BrC1=NC(=NC(=C1)OCC(F)(F)F)C